C(C)OC(=O)C1=CN=C(S1)C1=CC2=C(S1)C(=CC(=C2)C)C#N 2-(7-cyano-5-methylbenzo[b]thiophen-2-yl)thiazole-5-carboxylic acid ethyl ester